The molecule is a steroid glucosiduronic acid that is 4-hydroxy-17beta-estradiol having a single beta-D-glucuronic acid residue attached at position 4. It is a beta-D-glucosiduronic acid, a 17beta-hydroxy steroid, a steroid glucosiduronic acid and a 3-hydroxy steroid. It derives from a 4-hydroxy-17beta-estradiol. It is a conjugate acid of a 4-hydroxy-17beta-estradiol 4-O-(beta-D-glucuronide)(1-). C[C@]12CC[C@H]3[C@H]([C@@H]1CC[C@@H]2O)CCC4=C3C=CC(=C4O[C@H]5[C@@H]([C@H]([C@@H]([C@H](O5)C(=O)O)O)O)O)O